1-(4-((tert-butyldiphenylsilyl)oxy)benzyl)-7-methoxy-1H-benzo[d]imidazole-5-carboxamide [Si](C1=CC=CC=C1)(C1=CC=CC=C1)(C(C)(C)C)OC1=CC=C(CN2C=NC3=C2C(=CC(=C3)C(=O)N)OC)C=C1